C(=O)(OC(C)(C)C)NC(CO)CC N-Boc-2-aminobutanol